4-Amino-8-(6-chloro-3-methylpyridazin-4-yl)-N-propylisoquinoline-3-carboxamide NC1=C(N=CC2=C(C=CC=C12)C1=C(N=NC(=C1)Cl)C)C(=O)NCCC